ClC1=NC(=NC=C1Cl)C 4,5-dichloro-2-methyl-pyrimidine